(R)-N-(1-(1,1-difluoro-2,3-dihydro-1H-inden-4-yl)ethyl)-7-(3,6-dihydro-2H-pyran-4-yl)-8-methoxypyrazolo[1,5-a]quinazolin-5-amine FC1(CCC2=C(C=CC=C12)[C@@H](C)NC1=NC=2N(C3=CC(=C(C=C13)C=1CCOCC1)OC)N=CC2)F